CC1=NC(=NC2=CC=CC=C12)CN1C(=O)N(C=2N=C(N(C2C1=O)CC#CC)N1C[C@@H](CCC1)N1C(C=2C(C1=O)=CC=CC2)=O)C 1-[(4-methylquinazolin-2-yl)methyl]-3-methyl-7-(2-butyn-1-yl)-8-(3-(R)-phthalimidopiperidin-1-yl)-xanthine